3-oxa-9-aza-bicyclo[3.3.1]nonan-9-carboxylat C12COCC(CCC1)N2C(=O)[O-]